Fmoc-L-7-(thiophen-3-yl)-tryptophan C(=O)(OCC1C2=CC=CC=C2C2=CC=CC=C12)N[C@@H](CC1=CNC2=C(C=CC=C12)C1=CSC=C1)C(=O)O